(2S,3R)-3-((2-amino-6-methylpyridin-4-yl)methyl)-N2-(1-methyl-1H-pyrazol-5-yl)-N1-((R)-1-(3-fluoro-4-methylphenyl)propyl)-N2-methyl-4-oxoazetidine-1,2-dicarboxamide NC1=NC(=CC(=C1)C[C@@H]1[C@H](N(C1=O)C(=O)N[C@H](CC)C1=CC(=C(C=C1)C)F)C(=O)N(C)C1=CC=NN1C)C